NC=1N=CC2=CC(=CC(=C2C1)N1CCC(CC1)N(C(OC(C)(C)C)=O)C)C1=C(C=CC=C1C)F tert-butyl N-[1-[3-amino-7-(2-fluoro-6-methyl-phenyl)-5-isoquinolyl]-4-piperidyl]-N-methyl-carbamate